(R)-N-(3,3-Difluoro-1-(oxetan-3-yl)piperidin-4-yl)-5-(3-isopropyl-2-methyl-3H-imidazo[4,5-b]pyridin-5-yl)pyrrolo[2,1-f][1,2,4]triazin-2-amine FC1(CN(CC[C@H]1NC1=NN2C(C=N1)=C(C=C2)C2=CC=C1C(=N2)N(C(=N1)C)C(C)C)C1COC1)F